7-((4-methoxybenzyl)oxy)-6-methylnon-8-yn-4-ol COC1=CC=C(COC(C(CC(CCC)O)C)C#C)C=C1